C1(CC1)C=1C=CC(=NC1)CN(C(=O)C1=CC2=NC(=C3C(=C2N1)COC3)NC(OC(C)(C)C)=O)[C@@H]3COCC[C@H]3OC tert-butyl (2-(((5-cyclopropylpyridin-2-yl)methyl)((3R,4R)-4-methoxytetrahydro-2H-pyran-3-yl)carbamoyl)-6,8-dihydro-1H-furo[3,4-d]pyrrolo[3,2-b]pyridin-5-yl)carbamate